5-[7-bromo-3-(trifluoromethyl)-4,5,6,7-tetrahydroindazol-1-yl]-N-[(1S)-1-(2,2-difluoro-1,3-benzodioxol-5-yl)ethyl]-2-fluoro-aniline BrC1CCCC=2C(=NN(C12)C=1C=CC(=C(N[C@@H](C)C2=CC3=C(OC(O3)(F)F)C=C2)C1)F)C(F)(F)F